2-(Carbamoylazo)-isobutyronitril C(N)(=O)N=NC(C#N)(C)C